(9Z,12Z)-N-(3-(diethylamino)propyl)-N-(3-ethyl-1-(octadecylamino)-1-oxoheptan-2-yl)octadeca-9,12-dienamide C(C)N(CCCN(C(CCCCCCC\C=C/C\C=C/CCCCC)=O)C(C(=O)NCCCCCCCCCCCCCCCCCC)C(CCCC)CC)CC